OC1=C(C2=CC=CC=C2C=C1)C=NC(=O)N 1-((2-hydroxynaphthalen-1-yl)methylene)urea